N-((1s,4R)-4-methylcyclohexyl)isobutyramide CC1CCC(CC1)NC(C(C)C)=O